ClC1=CC(=C(C=C1)C=1CSC2=CC(=CC=C2C1C1=CC=C(C=C1)O[C@@H]1CN(CC1)CCCF)O)OCC 3-(4-Chloro-2-ethoxyphenyl)-4-[4-[(3S)-1-(3-fluoropropyl)pyrrolidin-3-yl]oxyphenyl]-2H-thiochromen-7-ol